CN1C(C=C(C2=CC(=CC=C12)OCCCCC(=O)O)C)(C)C 5-((1,2,2,4-tetramethyl-1,2-dihydroquinolin-6-yl)oxy)pentanoic acid